(chloromethyl)pyridazine hydrochloride Cl.ClCC=1N=NC=CC1